FC=1C=C(C=CC1C(F)(F)F)N1N=C2N=CN=C(C2=C1)N1C[C@H](N(CC1)C)C(=O)NCC1=CC=C(C=C1)SC (S)-4-(2-(3-fluoro-4-(trifluoromethyl)phenyl)-2H-pyrazolo[3,4-d]pyrimidin-4-yl)-1-methyl-N-(4-(methylthio)benzyl)piperazine-2-carboxamide